N-(4-(4-amino-3-bromo-7-cyano-1-methyl-1H-pyrrolo[3,2-c]pyridin-2-yl)phenyl)methacryl-amide NC1=NC=C(C2=C1C(=C(N2C)C2=CC=C(C=C2)NC(C(=C)C)=O)Br)C#N